COC=1C=C(C=O)C(=CN1)OCC=1C=2N(C=CC1)C(=NN2)C 2-methoxy-5-((3-methyl-[1,2,4]triazolo[4,3-a]pyridin-8-yl)methoxy)isonicotinaldehyde